5-oxo-2,5-dihydrofuran-2-yl pivalate C(C(C)(C)C)(=O)OC1OC(C=C1)=O